Cl.N1(CCNCCC1)C1=NC=C(C(=N1)NC1=C(C=CC=C1)S(=O)(=O)C)C(=O)NC 2-(1,4-diazepan-1-yl)-N-methyl-4-((2-(methylsulfonyl)phenyl)amino)pyrimidine-5-carboxamide hydrogen chloride